C[C@H]1COCCOCCN2N=CC(C3=NN(C=4C=CC(O1)=CC34)C3OCCCC3)=C2 (13S)-13-methyl-19-(oxan-2-yl)-8,11,14-trioxa-4,5,19,20-tetraazatetracyclo[13.5.2.12,5.018,21]tricosa-1(20),2(23),3,15(22),16,18(21)-hexaene